methyl-4-oxa-7,9-diazaspiro[2.16]nonadecane-5,10-dione formate C(=O)O.CC1CC12OC(CNCNC(CCCCCCCCC2)=O)=O